3-((7,8-dimethoxy-2-oxo-2,3-dihydro-1H-imidazo[4,5-c]quinolin-1-yl)methyl)pyrrolidine-1-sulfonamide COC=1C(=CC=2C3=C(C=NC2C1)NC(N3CC3CN(CC3)S(=O)(=O)N)=O)OC